trisodium fluoride [F-].[Na+].[Na+].[Na+].[F-].[F-]